C1(CC1)C([C@@H](C(NC=1C=NN(C1)C1(CC1)C1=NN=CN1CC(F)(F)F)=O)NC(=O)C=1N(N=CC1)C(C)C)C1CC1 N-[(1S)-1-(dicyclopropylmethyl)-2-oxo-2-[[1-[1-[4-(2,2,2-trifluoroethyl)-1,2,4-triazol-3-yl]cyclopropyl]pyrazol-4-yl]amino]ethyl]-2-isopropyl-pyrazole-3-carboxamide